5-bromo-2-methyl-1-nitro-3-(trifluoromethyl)benzene zirconium nitrate indium nitrate [N+](=O)([O-])[O-].[In+3].[N+](=O)([O-])[O-].[Zr+4].BrC=1C=C(C(=C(C1)[N+](=O)[O-])C)C(F)(F)F